methyl 1-(bromomethyl)-2-naphthoate BrCC1=C(C=CC2=CC=CC=C12)C(=O)OC